C(C)C(C(=O)N[C@@H](CCOCCCCC1=NC=2NCCCC2C=C1)C(=O)O)CC N-(2-ethylbutyryl)-O-(4-(5,6,7,8-tetrahydro-1,8-naphthyridin-2-yl)butyl)homoserine